N-((R)-1-(4-(ethylsulfonyl)phenyl)-2-hydroxyethyl)-4-((3S,4S)-3-fluoro-4-(4-(trifluoromethyl)phenoxy)pyrrolidin-1-yl)benzamide C(C)S(=O)(=O)C1=CC=C(C=C1)[C@H](CO)NC(C1=CC=C(C=C1)N1C[C@@H]([C@H](C1)OC1=CC=C(C=C1)C(F)(F)F)F)=O